OB1OCC2=C1C=CC(=C2)NC2=NC=C(C(=N2)N[C@H]2[C@@H](CCCC2)C#N)C (trans)-2-[[2-[(1-hydroxy-3H-2,1-benzoxaborol-5-yl)amino]-5-methyl-pyrimidin-4-yl]amino]cyclohexanecarbonitrile